1-(4-(6,8-dichloro-7-(2-fluoro-phenyl)quinazolin-4-yl)piperazin-1-yl)prop-2-en-1-one ClC=1C=C2C(=NC=NC2=C(C1C1=C(C=CC=C1)F)Cl)N1CCN(CC1)C(C=C)=O